phenyl(biphenylyl)biphenylyl[(diphenyltriazinyl)phenyl]dibenzofuran tert-butyl-methyl(3-(3-(6-morpholino-1H-benzo[d]imidazol-2-yl)-1H-indazole-5-carboxamido)propyl)carbamate C(C)(C)(C)OC(N(CCCNC(=O)C=1C=C2C(=NNC2=CC1)C1=NC2=C(N1)C=C(C=C2)N2CCOCC2)C)=O.C2(=CC=CC=C2)C2=C(C(=C(C1=C2OC2=C1C=CC=C2)C2=C(C=CC=C2)C2=NN=NC(=C2C2=CC=CC=C2)C2=CC=CC=C2)C2=C(C=CC=C2)C2=CC=CC=C2)C2=C(C=CC=C2)C2=CC=CC=C2